6-(3-(trifluoromethoxy)phenyl)-3-azabicyclo[3.1.0]hexane hydrochloride Cl.FC(OC=1C=C(C=CC1)C1C2CNCC12)(F)F